Ethyl (R)-4-chloro-3-hydroxybutyrate ClC[C@@H](CC(=O)OCC)O